2-(4-methylmorpholin-2-yl)-N-(6-(thiazol-5-yl)isoquinolin-3-yl)acetamide CN1CC(OCC1)CC(=O)NC=1N=CC2=CC=C(C=C2C1)C1=CN=CS1